4-(3-(4-methylpiperazin-1-yl)propanoyl)-3,4-dihydroquinoxaline CN1CCN(CC1)CCC(=O)N1CC=NC2=CC=CC=C12